C1=C(C=CC=2SC3=CC=CC=C3NC12)C(C)S(=O)(=O)N1CCOCC1 4-((1-(10H-phenothiazin-2-yl)ethyl)sulfonyl)morpholine